(R)-(+)-epoxybutane C1[C@@H](CC)O1